C(C)C1(C(OCC=2C(N3CC=4C(=NC=5C=C(C(=C6C5C4C(CC6)(CCO)O)C)F)C3=CC21)=O)=O)O 9-ethyl-5-fluoro-1,9-dihydroxy-1-(2-hydroxyethyl)-4-methyl-1,2,3,9,12,15-hexahydro-10H,13H-benzo[de]pyrano[3',4':6,7]indolizino[1,2-b]quinoline-10,13-dione